The molecule is a tRNA oligonucleotide comprised of a sequence of inosine, two adenosine, guanosine, cytidine, 1-methylinosine and uridine residues connected by 3'->5' phosphodiester linkages and with a phosphoric residue at the 3'-terminus. CN1C=NC2=C(C1=O)N=CN2[C@H]3[C@@H]([C@@H]([C@H](O3)COP(=O)(O)O[C@@H]4[C@H](O[C@H]([C@@H]4O)N5C=CC(=NC5=O)N)COP(=O)(O)O[C@@H]6[C@H](O[C@H]([C@@H]6O)N7C=NC8=C7N=C(NC8=O)N)COP(=O)(O)O[C@@H]9[C@H](O[C@H]([C@@H]9O)N1C=NC2=C(N=CN=C21)N)COP(=O)(O)O[C@@H]1[C@H](O[C@H]([C@@H]1O)N1C=NC2=C(N=CN=C21)N)COP(=O)(O)O[C@@H]1[C@H](O[C@H]([C@@H]1O)N1C=NC2=C1N=CNC2=O)CO)OP(=O)(O)OC[C@@H]1[C@H]([C@H]([C@@H](O1)N1C=CC(=O)NC1=O)O)OP(=O)(O)O)O